(S)-(6-Chloro-7-methyl-1H-imidazo[4,5-b]pyridin-2-yl)(5-methyl-7,8-dihydro-1,6-naphthyridin-6(5H)-yl)methanone ClC=1C(=C2C(=NC1)N=C(N2)C(=O)N2[C@H](C=1C=CC=NC1CC2)C)C